1-[(6-{3-azabicyclo[3.1.0]hex-3-yl}-2-methylpyridin-3-yl)methyl]-4-{[(4R)-1-methyl-1H,4H,5H,6H-cyclopenta[d]imidazol-4-yl]carbamoyl}-1H-pyrazole-3-carboxylic acid methyl ester COC(=O)C1=NN(C=C1C(N[C@@H]1CCC=2N(C=NC21)C)=O)CC=2C(=NC(=CC2)N2CC1CC1C2)C